[(4-Bromo-7-hydroxy-thieno[3,2-c]pyridine-6-carbonyl)-amino]-acetic acid BrC1=NC(=C(C2=C1C=CS2)O)C(=O)NCC(=O)O